COC(=O)C1=NN(C=C1NC(CC)=O)C1OCCCC1 4-(N-methylacetylamino)-1-(tetrahydro-2H-pyran-2-yl)-1H-pyrazole-3-carboxylic acid methyl ester